N-(3-(5-(4-chlorophenyl)-1H-pyrrolo[2,3-b]pyridine-3-carbonyl)-2,4-difluoro-phenyl)-1-(4-fluorophenyl)methanesulfonamide ClC1=CC=C(C=C1)C=1C=C2C(=NC1)NC=C2C(=O)C=2C(=C(C=CC2F)NS(=O)(=O)CC2=CC=C(C=C2)F)F